FC(=C(C)C)C12CC(C1)(C2)C(=O)O 3-(1-fluoro-2-methylpropan-1-en-1-yl)bicyclo[1.1.1]Pentane-1-carboxylic acid